FC1=NC=C(C(=O)NC2=CC(=NN2C)C(F)(F)F)C=C1 6-fluoro-N-(1-methyl-3-(trifluoromethyl)-1H-pyrazol-5-yl)nicotinamide